5-((4-(ethoxymethyl)-4-phenethyl-piperidin-1-yl)methyl)-1H-indole C(C)OCC1(CCN(CC1)CC=1C=C2C=CNC2=CC1)CCC1=CC=CC=C1